2-{[(1R)-1-(4-Chlorophenyl)-7-fluoro-5-[1-(4-fluoro-1-methylpiperidin-4-yl)-1-hydroxypropyl]-3-oxo-1-[(3S)-oxolan-3-yloxy]-2,3-dihydro-1H-isoindol-2-yl]methyl}pyrimidin-5-carbonitril ClC1=CC=C(C=C1)[C@@]1(N(C(C2=CC(=CC(=C12)F)C(CC)(O)C1(CCN(CC1)C)F)=O)CC1=NC=C(C=N1)C#N)O[C@@H]1COCC1